O1C(OCC1)[C@@H](CC)OP(=O)(OC1=CC=CC=C1)OC[C@H]1O[C@H]([C@]([C@@H]1OC(CC)=O)(C)F)N1C(NC(C=C1)=O)=O (2R,3R,4R,5R)-2-(((((R)-1-(1,3-dioxolan-2-yl)propoxy)(phenoxy)phosphoryl)oxy)methyl)-5-(2,4-dioxo-3,4-dihydropyrimidin-1(2H)-yl)-4-fluoro-4-methyltetrahydrofuran-3-ylpropionate